4-(1-((1-(3-((4-((5-chloropyrimidin-2-yl)amino)piperidin-1-yl)sulfonyl)phenyl)-piperidin-4-yl)methyl)piperidin-4-yl)-N-(2,6-dioxopiperidin-3-yl)-2-fluorobenzamide ClC=1C=NC(=NC1)NC1CCN(CC1)S(=O)(=O)C=1C=C(C=CC1)N1CCC(CC1)CN1CCC(CC1)C1=CC(=C(C(=O)NC2C(NC(CC2)=O)=O)C=C1)F